BrC=1C(=NC(=CC1)OC(C)C)C 3-bromo-6-isopropoxy-2-methyl-pyridine